2-(3-(7-chloro-6-(4-(dimethylamino)phenyl)-2-oxo-1,2-dihydroquinolin-3-yl)phenyl)acetic acid ClC1=C(C=C2C=C(C(NC2=C1)=O)C=1C=C(C=CC1)CC(=O)O)C1=CC=C(C=C1)N(C)C